C1(CC1)[C@H](CO)NC(=O)C=1C(N(N=C(C1)C1=CC=C(C=C1)C(F)(F)F)C1=CC(=CC=C1)F)=O |r| N-[(1RS)-1-cyclopropyl-2-hydroxyethyl]-2-(3-fluorophenyl)-3-oxo-6-[4-(trifluoromethyl)phenyl]-2,3-dihydropyridazine-4-carboxamide